CN1N=CC2=CC=C(C(=C12)C=1C(=C(N=C2C3CC(CC12)C3)N3CC1(CN(C1)C(C=C)=O)CC3)C#N)C (1s,9s)-6-(1,6-dimethyl-1H-indazol-7-yl)-4-(2-(2-propenoyl)-2,6-diazaspiro[3.4]octan-6-yl)-3-azatricyclo[7.1.1.02,7]undeca-2,4,6-triene-5-carbonitrile